(R)-1-((1-(2-cyanoacetyl)piperidin-3-yl)oxy)-7-isopropoxy-4-((1-methylpiperidin-4-yl)ethynyl)isoquinoline-6-carboxamide C(#N)CC(=O)N1C[C@@H](CCC1)OC1=NC=C(C2=CC(=C(C=C12)OC(C)C)C(=O)N)C#CC1CCN(CC1)C